CSC(C(=O)N1C(CCCC1)C=1NC=C(N1)C1=CC=C(C=C1)NS(=O)(=O)C)C N-(4-(2-(1-(2-(methylthio)propionyl)piperidin-2-yl)-1H-imidazol-4-yl)phenyl)methane-sulfonamide